NC=1C=2N(C=CN1)C(=NC2C2=C(C=C(CNC(C1=C(C=CC(=C1)F)OC)=O)C=C2)F)C2=CC=C(C=C2)N2CCNCC2 N-(4-(8-amino-3-(4-(piperazin-1-yl)phenyl)imidazo[1,5-a]pyrazin-1-yl)-3-fluorobenzyl)-5-fluoro-2-methoxybenzamide